ClC=1C(=C2C(=C(N(C2=CC1)CCCOC1=CC(=CC2=CC=CC=C12)SCC1=CC=C(C=C1)OC)C(=O)OC)C)C=1C(=NN(C1C)CCOC)CO Methyl 5-chloro-4-(3-(hydroxymethyl)-1-(2-methoxyethyl)-5-methyl-1H-pyrazol-4-yl)-1-(3-((3-((4-methoxybenzyl)thio)naphthalen-1-yl)oxy)propyl)-3-methyl-1H-indole-2-carboxylate